N-(4-(2-fluorophenyl)-2-(2-oxa-6-azaspiro[3.3]heptan-6-yl)pyridin-3-yl)-1-isopropyl-1H-pyrazole-4-carboxamide FC1=C(C=CC=C1)C1=C(C(=NC=C1)N1CC2(COC2)C1)NC(=O)C=1C=NN(C1)C(C)C